3-(6-(4-(4-(3-(4-chloro-3-ethyl-1H-pyrrolo[2,3-b]pyridin-5-yl)phenyl)-3-oxopiperazin-1-yl)-4-oxobutoxy)-1-oxoisoindolin-2-yl)piperidine-2,6-dione ClC1=C2C(=NC=C1C=1C=C(C=CC1)N1C(CN(CC1)C(CCCOC1=CC=C3CN(C(C3=C1)=O)C1C(NC(CC1)=O)=O)=O)=O)NC=C2CC